FC1=C(C=C(C(=C1)C)C=1C=NC(=C(C1)N1CCOCC1)OC1CCOCC1)NC(=O)N1C[C@H](CC1)C(F)(F)F (3S)-N-[2-fluoro-4-methyl-5-[5-(morpholin-4-yl)-6-(oxan-4-yloxy)pyridin-3-yl]phenyl]-3-(trifluoromethyl)pyrrolidine-1-carboxamide